C(#N)C1=CC=C(C=C1)[C@@H]1CN(CC[C@H]1CC1=C2C=CN(C2=C(C=C1C)C)C(=O)OC(C)(C)C)C tert-butyl 4-(((3R,4R)-3-(4-cyanophenyl)-1-methylpiperidin-4-yl)methyl)-5,7-dimethyl-1H-indole-1-carboxylate